4-(chloromethyl)-N-(3-hydroxypropyl)benzamide ClCC1=CC=C(C(=O)NCCCO)C=C1